4-(4-acryloylpiperazin-1-yl)-2-((1-(dimethylamino)propan-2-yl)oxy)-7-(1-((2-(trimethylsilyl)ethoxy)methyl)-1H-indazol-4-yl)-5,6,7,8-tetrahydro-1,7-naphthyridine-3-carbonitrile C(C=C)(=O)N1CCN(CC1)C1=C(C(=NC=2CN(CCC12)C1=C2C=NN(C2=CC=C1)COCC[Si](C)(C)C)OC(CN(C)C)C)C#N